3-(4-((2,6-Dimethylmorpholino)sulfonyl)furan-2-yl)-2,5,6-trifluorophenol CC1OC(CN(C1)S(=O)(=O)C=1C=C(OC1)C=1C(=C(C(=C(C1)F)F)O)F)C